C(C1=CC=CC=C1)[N+](=C\C=C(\CC\C=C(\CC)/C)/C)[O-] (2E,6E)-N-benzyl-3,7-dimethylnona-2,6-dien-1-imine oxide